C(#N)C1(CC1)C(=O)NC=1C(=C(C=CC1)C1=C2C(=C(NC2=C(C=C1)C(=O)N)C)C)C 4-(3-(1-cyanocyclopropanecarboxamido)-2-methylphenyl)-2,3-dimethyl-1H-indole-7-carboxamide